(S)-(3-chlorophenyl)(3-(3-(3-chloropyridin-2-yloxy)pyrrolidin-1-yl)-4-(2-hydroxyethyl)phenyl)methanone ClC=1C=C(C=CC1)C(=O)C1=CC(=C(C=C1)CCO)N1C[C@H](CC1)OC1=NC=CC=C1Cl